C(C)OC(=O)C1=CN(C(C=C1C1=CC=CC=C1)=O)CC1(CCN(CC1)C(C[C@@H](C)C1=CC=CC=C1)=O)O (R)-1-((4-hydroxy-1-(3-phenylbutanoyl)piperidin-4-yl)methyl)-6-oxo-4-phenyl-1,6-dihydropyridine-3-carboxylic acid ethyl ester